C[Si](C)(C)[NH-].[Bi+3].C[Si](C)(C)[NH-].C[Si](C)(C)[NH-] bismuth (trimethylsilyl)amide